3-(((R)-tert-butylsulfinyl)amino)propanoate C(C)(C)(C)[S@@](=O)NCCC(=O)[O-]